NC1=NNC2=C1C(=NC=C2C=2C=NC=CC2)C2=CC=C(CNC(C1=C(C=CC(=C1)F)OC)=O)C=C2 N-(4-(3-amino-7-(pyridin-3-yl)-1H-pyrazolo[4,3-c]pyridin-4-yl)benzyl)-5-fluoro-2-methoxybenzamide